methyl (2R,3S,5R)-2-((((1S,3S,6R)-6-(5-cyanopyrimidin-2-yl)bicyclo[4.1.0]heptan-3-yl)oxy)methyl)-5-methyl-3-(methylsulfonamido)pyrrolidine-1-carboxylate C(#N)C=1C=NC(=NC1)[C@]12CC[C@@H](C[C@@H]2C1)OC[C@@H]1N([C@@H](C[C@@H]1NS(=O)(=O)C)C)C(=O)OC